1-cycloheptene C1=CCCCCC1